N1=CC=C(C=C1)N1N=CC(=C1C(F)(F)F)C(=O)O 1-(pyridin-4-yl)-5-(trifluoromethyl)-1H-pyrazole-4-carboxylic acid